BrC1=CC=C2C=3CCCCC3N(C2=C1)CCNC(OC(C)(C)C)=O tert-butyl 2-(7-bromo-3,4-dihydro-1H-carbazol-9(2H)-yl)ethylcarbamate